tert-butyl 2-(4-cyanophenyl)-4-formylpyrrolidine-1-carboxylate C(#N)C1=CC=C(C=C1)C1N(CC(C1)C=O)C(=O)OC(C)(C)C